ClC=1C=C(C=CC1C(=O)N1CCN(CC1)C(=O)C1CC[N+](CC1)(C)C)NC(=O)C=1N(C(=CN1)C1=C(C(=C(C=C1)C=1C(=NNC1)C1=CC=CC=C1)F)F)C N-[3-chloro-4-[4-(1,1-dimethylpiperidin-1-ium-4-carbonyl)piperazine-1-carbonyl]phenyl]-5-[2,3-difluoro-4-(3-phenyl-1H-pyrazol-4-yl)phenyl]-1-methyl-imidazole-2-carboxamide